(biphenylyl){[(biphenylyl)phenyltriazinyl]phenyl}dibenzothiophene C1(=C(C=CC=C1)C1=C(C2=C(SC3=C2C=CC=C3)C=C1)C1=C(C=CC=C1)C1=NN=NC(=C1C1=CC=CC=C1)C1=C(C=CC=C1)C1=CC=CC=C1)C1=CC=CC=C1